2-(Morpholinothio)benzothiazole O1CCN(CC1)SC=1SC2=C(N1)C=CC=C2